N-[1,1':4',1''-terphenyl]-4-yl-1-naphthalenamine C1(=CC=C(C=C1)NC1=CC=CC2=CC=CC=C12)C1=CC=C(C=C1)C1=CC=CC=C1